N-((2-(cyclopropanesulphonylamino)thiazol-4-yl)methyl)-N-methyl-4-(6-(trifluoromethyl)pyrazin-2-yl)benzamide C1(CC1)S(=O)(=O)NC=1SC=C(N1)CN(C(C1=CC=C(C=C1)C1=NC(=CN=C1)C(F)(F)F)=O)C